imidazo[1,2-a]pyridine-3-carboxamide monotoluenesulfonate C(C1=CC=CC=C1)S(=O)(=O)O.N=1C=C(N2C1C=CC=C2)C(=O)N